6,6a,7,8-tetrahydro-9H-pyrido[2,3-b]Pyrrolo[1,2-d][1,4]Oxazine C1=CC=NC=2OCC3N(C21)CCC3